N-(5-methylisoxazol-3-yl)hydroxylamine CC1=CC(=NO1)NO